2-amino-1-(5,6-dihydro-[1,2,4]triazolo[4,3-a]pyrazin-7(8H)-yl)ethan-1-one trifluoroacetic acid salt FC(C(=O)O)(F)F.NCC(=O)N1CC=2N(CC1)C=NN2